(3R)-3-{[2-(3-fluorophenyl)[1,2,4]triazolo[1,5-c]quinazolin-5-yl]amino}azepin-2-one FC=1C=C(C=CC1)C1=NN2C(=NC=3C=CC=CC3C2=N1)NC=1C(N=CC=CC1)=O